NC1=NC(=NC(=N1)C=1C=CC=2N(C1)C(=NC2)C)N2C[C@@H](CC[C@@H]2C)C(=O)NC2CCCCC2 (3R,6S)-1-(4-amino-6-(3-methylimidazo[1,5-a]pyridin-6-yl)-1,3,5-triazin-2-yl)-N-cyclohexyl-6-methylpiperidine-3-carboxamide